COC1=C(C=C(C(=C1)OC)OC)C=CC(CC(C=CC1=C(C=C(C(=C1)OC)OC)OC)=O)=O 1,7-Bis(2,4,5-trimethoxyphenyl)-1,6-heptadiene-3,5-dione